C(C)(CC)C1=C2C(=NN(C2=CC=C1)CC(=O)NCC1=C(C(=CC=C1)Cl)F)C(=O)N sec-butyl-(2-((3-chloro-2-fluorobenzyl)amino)-2-oxoethyl)-1H-indazole-3-carboxamide